ethyl (1R*,3R*)-3',4'-dihydro-2'H-spiro[cyclopropane-1,1'-naphthalene]-3-carboxylate [C@]12(CCCC3=CC=CC=C13)C[C@H]2C(=O)OCC |o1:0,11|